(s)-tetra-tert-butyl 2,2',2'',2'''-(2-(4-((7-(benzyloxy)-7-oxoheptyl)thio)benzyl)-1,4,7,10-tetraazacyclododecane-1,4,7,10-tetrayl)tetraacetate C(C1=CC=CC=C1)OC(CCCCCCSC1=CC=C(C[C@@H]2N(CCN(CCN(CCN(C2)CC(=O)OC(C)(C)C)CC(=O)OC(C)(C)C)CC(=O)OC(C)(C)C)CC(=O)OC(C)(C)C)C=C1)=O